COC1=C(C=CC=C1)C1=CC(=CC=C1)C(=O)O 2'-methoxy-[1,1'-biphenyl]-3-carboxylic acid